5-(3-(6-((4-(2-(2,6-Dioxopiperidin-3-yl)-1-oxoisoindolin-4-yl)but-3-yn-1-yl)carbamoyl)pyridin-3-yl)isoquinolin-8-yl)-N-ethyl-7-isopropyl-1H-indole-3-carboxamide O=C1NC(CCC1N1C(C2=CC=CC(=C2C1)C#CCCNC(=O)C1=CC=C(C=N1)C=1N=CC2=C(C=CC=C2C1)C=1C=C2C(=CNC2=C(C1)C(C)C)C(=O)NCC)=O)=O